tert-butyl (3S)-3-(cyanomethyl)-4-((1-methylaziridin-2-yl)sulfonyl)piperazine-1-carboxylate C(#N)C[C@H]1CN(CCN1S(=O)(=O)C1N(C1)C)C(=O)OC(C)(C)C